C(C)(C)(C)OC(=O)N1C(CN(CC1)CCOC1=C(C=C(C=C1)N1C(N(C(C1(C)C)=O)C=1C=NC(=C(C1)C(F)(F)F)C#N)=S)CC)(C)C 4-(2-(4-(3-(6-Cyano-5-(trifluoromethyl)pyridin-3-yl)-5,5-dimethyl-4-oxo-2-thioxoimidazolidin-1-yl)-2-ethylphenoxy)ethyl)-2,2-dimethylpiperazine-1-carboxylic acid tert-butyl ester